C(C)(=O)N1CCC(CC1)NC1=NC=C(C(=N1)C1=CC=C2CN(C(C2=C1)=O)CC(=O)N[C@H](C)C1=CC(=CC=C1)OC)Cl 2-(6-{2-[(1-acetylpiperidin-4-yl)amino]-5-chloropyrimidin-4-yl}-1-oxo-2,3-dihydro-1H-isoindol-2-yl)-N-[(1R)-1-(3-methoxyphenyl)ethyl]acetamide